O=S1(NC2N(C3=C1C=C(C=C3)OC3=CC=C(CNS(=O)(=O)C)C=C3)CCC2)=O N-(4-[(5,5-dioxido-2,3,3a,4-tetrahydro-1H-pyrrolo[2,1-c][1,2,4]benzothiadiazin-7-yl)oxy]benzyl)methanesulphonamide